FC(C(=O)O)(F)F.NCC(CC=1N(C(NN1)=O)C1=NC(=CC=C1)C=1C=NC(=CC1)N1CCOCC1)=C(F)F [2-(aminomethyl)-3,3-difluoro-allyl]-4-[6-(6-morpholino-3-pyridinyl)-2-pyridinyl]-1,2,4-triazol-3-one trifluoroacetate salt